NCC=1C2=C(C(NN1)=O)N=CC(=C2)C=2C=NN(C2C2=C(C1=C(S2)C=CC=C1)C#N)C 2-(4-(5-(aminomethyl)-8-oxo-7,8-dihydropyrido[2,3-d]pyridazin-3-yl)-1-methyl-1H-pyrazol-5-yl)benzo[b]thiophene-3-carbonitrile